2-(2-hydroxy-2-phenylacetamido)-9-(5,6,7,8-tetrahydro-1,8-naphthyridin-2-yl)nonanoic acid OC(C(=O)NC(C(=O)O)CCCCCCCC1=NC=2NCCCC2C=C1)C1=CC=CC=C1